C1(=CC=CC=C1)C#CC1=CC=C(C=C1)C#CC1=CC=CC=C1 1,4-bis(phenyl-ethynyl)benzene